N-[1-(1H-indol-3-ylmethyl)pentyl]-2-(4-pyridazin-4-ylpiperazin-1-yl)thiazole-5-carboxamide N1C=C(C2=CC=CC=C12)CC(CCCC)NC(=O)C1=CN=C(S1)N1CCN(CC1)C1=CN=NC=C1